C(C1=CC=CC=C1)OC(=O)N[C@@H](C(=O)OC(C)C(C)C)CNC(=O)C1=CC2=NC=CC(=C2S1)C 2-Isopentyl (R)-2-(((benzyloxy)carbonyl)amino)-3-(7-methylthieno[3,2-b]pyridine-2-carboxamido)propanoate